C1(CC1)OC=1C=C(C=CC1)C1CC=2C=NN(C(C2CC1)=O)C1=NC=CC=C1 6-(3-Cyclopropoxyphenyl)-2-(pyridin-2-yl)-5,6,7,8-tetrahydrophthalazin-1(2H)-one